methyl (S)-2-(2,6-difluorobenzamido)-3-(7-(1,3,6-trimethyl-2,4-dioxo-1,2,3,4-tetrahydropyrimidin-5-yl)-1,3-dihydroisobenzofuran-4-yl)propanoate FC1=C(C(=O)N[C@H](C(=O)OC)CC2=C3COCC3=C(C=C2)C=2C(N(C(N(C2C)C)=O)C)=O)C(=CC=C1)F